C1(CC1)OC=1C(=CC=2C(N1)=NN(C2)C21COC(C2)(C1)C)C(=O)O 6-cyclopropoxy-2-(1-methyl-2-oxabicyclo[2.1.1]hex-4-yl)-2H-pyrazolo[3,4-b]pyridine-5-carboxylic acid